ClC1=C(C=C(C=C1)C1=CC(=CC=C1)COC=1C=C2CN(C(C2=CC1)=O)C1C(CCC1)O)C(=O)OC1[C@@H]([C@H]([C@@H]([C@H](O1)C(=O)OCC=C)O)O)O allyl (2S,3S,4S,5R)-6-((4-chloro-3'-(((2-(2-hydroxy cyclopentyl)-1-oxoisoindolin-5-yl)oxy)methyl)-[1,1'-biphenyl]-3-carbonyl)oxy)-3,4,5-trihydroxytetrahydro-2H-pyran-2-carboxylate